C(C)(C)(C)OC(N[C@@H](CO)CCCC)=O (R)-(1-hydroxyhexan-2-yl)carbamic acid tert-butyl ester